(1R,2S,3R,3aS,4R)-1-(3-carbamoyl-1H-1,2,4-triazol-1-yl)-2,3-dihydroxy-2,3,3a,4,5,6-hexahydro-1H-inden-4-yl isobutyrate C(C(C)C)(=O)O[C@H]1[C@@H]2[C@H]([C@H]([C@@H](C2=CCC1)N1N=C(N=C1)C(N)=O)O)O